N-{[3-(4-Chloro-phenyl)-4-phenyl-4,5-dihydro-pyrazol-1-yl]-methylsulfanyl-methylene}-3-trifluoromethyl-benzenesulfonamide ClC1=CC=C(C=C1)C1=NN(CC1C1=CC=CC=C1)C(=NS(=O)(=O)C1=CC(=CC=C1)C(F)(F)F)SC